COCCN(CCC(C(=O)O)NC(=O)OCC1=NC=CC=C1)CCCCC1=NC=2NCCCC2C=C1 4-[2-methoxyethyl-[4-(5,6,7,8-tetrahydro-1,8-naphthyridin-2-yl)butyl]amino]-2-(2-pyridylmethoxycarbonylamino)butanoic acid